BrC=1N=C(N2C1[C@H](N(CC2)C(=O)[O-])C)C2=NC(=NS2)C (R)-1-Bromo-8-methyl-3-(3-methyl-1,2,4-thiadiazol-5-yl)-5,6-dihydroimidazo[1,5-a]pyrazine-7(8H)-carboxylate